ClC1=C(C=CC=C1Cl)C1=NNC2=NC(=CN=C21)N2CC1C(C1CC2)(C2=CC=CC=C2)CN [3-[3-(2,3-dichlorophenyl)-1H-pyrazolo[3,4-b]pyrazin-6-yl]-7-phenyl-3-azabicyclo[4.1.0]heptan-7-yl]methanamine